The molecule is an organic cation obtained by protonation of the secondary amino function of phenylephrine. It is an ammonium ion derivative and an organic cation. It is a conjugate acid of a phenylephrine. C[NH2+]C[C@@H](C1=CC(=CC=C1)O)O